O=C1NC(CCC1N1C(C2=CC=CC(=C2C1)OCCCN1[C@@H](CCC1)C(=O)N1CCC(CC1)(C#N)C1=CC(=CC=C1)F)=O)=O 1-((3-((2-(2,6-dioxopiperidin-3-yl)-1-oxoisoindol-4-yl)oxy)propyl)-L-prolyl)-4-(3-fluorophenyl)piperidine-4-carbonitrile